N1=C(N=C(C=2C1=NC(=NC2[2H])[2H])[2H])[2H] pyrimido[4,5-d]pyrimidine-d4